2-(2-chlorophenyl)-N-[4-(2-cyclopropyl-1,3-thiazol-4-yl)-3-sulfamoylphenyl]Acetamide ClC1=C(C=CC=C1)CC(=O)NC1=CC(=C(C=C1)C=1N=C(SC1)C1CC1)S(N)(=O)=O